methyl-bis(4-methylthiophenyl)silane C[SiH](C1=CC=C(C=C1)SC)C1=CC=C(C=C1)SC